cis-5-(tert-butoxycarbonylamino)-3,3-difluoro-cyclohexanecarboxylic acid C(C)(C)(C)OC(=O)N[C@H]1CC(C[C@H](C1)C(=O)O)(F)F